S(=O)(=O)(ON1[C@@H]2CC[C@H](N(C1=O)C2)C(NC2CNCCOC2)=N)O (2S,5R)-2-(N-(1,4-Oxazepan-6-yl) carbamimidoyl)-7-oxo-1,6-diazabicyclo[3.2.1]octan-6-yl hydrogen sulfate